methyl 4-bromo-1-(3-((tert-butoxycarbonyl)amino)propyl)-1H-pyrrole-2-carboxylate BrC=1C=C(N(C1)CCCNC(=O)OC(C)(C)C)C(=O)OC